3-(9-fluoro-2-(4-(methylamino)piperidine-1-carbonyl)-1,2,3,4-tetrahydro-[1,4]diazepino[6,7,1-hi]indol-7-yl)-4-(imidazo[1,2-a]pyridin-3-yl)-1H-pyrrole-2,5-dione FC=1C=C2C(=CN3C2=C(C1)CN(CC3)C(=O)N3CCC(CC3)NC)C=3C(NC(C3C3=CN=C1N3C=CC=C1)=O)=O